N-[1-(cyclopropylmethyl)-3-(difluoromethyl)-1H-pyrazol-4-yl]-2-(1H-pyrazol-4-yl)-1,3-thiazole-4-carboxamide C1(CC1)CN1N=C(C(=C1)NC(=O)C=1N=C(SC1)C=1C=NNC1)C(F)F